Cl.COC([C@@](N)(CO)C)=O 2-methyl-L-serine methyl ester hydrochloride